N-{4-[3-(3-Methylphenyl)-1,2,4-oxadiazol-5-yl]phenyl}-5-oxo-1-[(pyridin-3-yl)methyl]-pyrrolidine-3-carboxamide CC=1C=C(C=CC1)C1=NOC(=N1)C1=CC=C(C=C1)NC(=O)C1CN(C(C1)=O)CC=1C=NC=CC1